1-(trifluoromethyl)-1H-pyrazole-5-carboxylic acid methyl ester COC(=O)C1=CC=NN1C(F)(F)F